C(CCC)SC1=C(C=C(C=O)C=C1OC)OC 4-(butylsulfanyl)-3,5-dimethoxybenzaldehyde